CN(C)CC=1C=C(C=CC1)C=1C=CC=C2C(=NC=NC12)N[C@H](CN1CCN(CC1)S(=O)(=O)C=1C=C2CC(NC2=CC1)=O)C 5-({4-[(2S)-2-[(8-{3-[(dimethylamino)methyl]phenyl}quinazolin-4-yl)amino]propyl]piperazin-1-yl}sulfonyl)-2,3-dihydro-1H-indol-2-one